(R)-3-(methylsulfonyloxy)-1-acetylpiperidine CS(=O)(=O)O[C@H]1CN(CCC1)C(C)=O